tert-butyl (2-methylpiperidine-1-carboxylate) CC1N(CCCC1)C(=O)OC(C)(C)C